(S)-5-(4-(4-fluoropyrazolo[1,5-a]pyridin-2-yl)-1,4,6,7-tetrahydro-5H-imidazo[4,5-c]pyridin-5-yl)-N-(1-(hydroxymethyl)cyclopropyl)pyrazine-2-carboxamide FC=1C=2N(C=CC1)N=C(C2)[C@H]2N(CCC1=C2N=CN1)C=1N=CC(=NC1)C(=O)NC1(CC1)CO